CSC=1N=C(C2=C(N1)CC1(OC2)CCCC2=CC=CC(=C21)C#N)N2CCOCCC2 2'-(Methylthio)-4'-(1,4-oxazepan-4-yl)-3,4,5',8'-tetrahydro-2H-spiro[naphthalene-1,7'-pyrano[4,3-d]pyrimidine]-8-carbonitrile